N-(Benzenesulfonyl)-N-fluoro-benzenesulfonamide C1(=CC=CC=C1)S(=O)(=O)N(S(=O)(=O)C1=CC=CC=C1)F